FC1=C(C=CC(=C1C1CCC=2N(C1)C=NC2C=2N(C=CN2)COCC[Si](C)(C)C)F)NS(=O)(=O)C=2C(=NC=C(C2)F)C N-[2,4-difluoro-3-[1-(1-[[2-(trimethylsilyl)ethoxy]methyl]imidazol-2-yl)-5H,6H,7H,8H-imidazo[1,5-a]pyridin-6-yl]phenyl]-5-fluoro-2-methyl-pyridine-3-sulfonamide